COC1=CC(=CN=N1)C=1C=CC2=C(C1)COC1=NC(=CC=C12)N(C1C[C@H]2COC[C@@H](C1)N2C(=O)OC(C)(C)C)C tert-butyl (1R,5S,7r)-7-{[8-(6-methoxypyridazin-4-yl)-6H-isochromeno[3,4-b]pyridin-3-yl](methyl)amino}-3-oxa-9-azabicyclo[3.3.1]nonane-9-carboxylate